(S)-4-bromo-7-fluoro-5-(trifluoromethyl)-2-((2-(trifluoromethyl)pyrrolidin-1-yl)sulfonyl)-1H-indole BrC1=C2C=C(NC2=C(C=C1C(F)(F)F)F)S(=O)(=O)N1[C@@H](CCC1)C(F)(F)F